Ethyl 5-(2-methoxy-5-(trifluoromethyl)phenyl)-1,3,4-oxadiazole-2-carboxylate COC1=C(C=C(C=C1)C(F)(F)F)C1=NN=C(O1)C(=O)OCC